N-(4-cyanobenzyl)-5-(2-hydroxypropan-2-yl)-1-methyl-2-oxo-8-((1-sulfamoylcyclopropyl)methoxy)-1,2-dihydro-1,7-naphthyridine-3-carboxamide C(#N)C1=CC=C(CNC(=O)C=2C(N(C3=C(N=CC(=C3C2)C(C)(C)O)OCC2(CC2)S(N)(=O)=O)C)=O)C=C1